(R)-1-(6-(3-methylmorpholino)-2-(1H-pyrrolo[2,3-b]pyridin-4-yl)pyrimidin-4-yl)cyclopropane-1-carbonitrile C[C@@H]1COCCN1C1=CC(=NC(=N1)C1=C2C(=NC=C1)NC=C2)C2(CC2)C#N